2-(1-methyl-2,6-dioxopiperidin-3-yl)-5-((14-((3-methyl-5-(5H-pyrido[4,3-b]indol-7-yl)pyridin-2-yl)oxy)-3,6,9,12-tetraoxatetradecyl)oxy)isoindoline-1,3-dione CN1C(C(CCC1=O)N1C(C2=CC=C(C=C2C1=O)OCCOCCOCCOCCOCCOC1=NC=C(C=C1C)C=1C=CC=2C3=C(NC2C1)C=CN=C3)=O)=O